C(#N)CC(=O)N1CCN(CC1)C(=O)NC1(CC1)C#CC1=CC(=C(C=C1)Cl)Cl 4-(2-cyanoacetyl)-N-(1-((3,4-dichlorophenyl)ethynyl)cyclopropyl)piperazine-1-carboxamide